C(C)(C)(C)OC(=O)N1C[C@H](OCC1)CN1CCC(CC1)NC=1C=2N(C=C(C1)Cl)C(=CN2)C(=C)C (2R)-2-[[4-[(6-chloro-3-isopropenyl-imidazo[1,2-a]pyridin-8-yl)amino]-1-piperidinyl]methyl]morpholine-4-carboxylic acid tert-butyl ester